N-(1-(2,4-bis(trifluoromethyl)benzyl)-1H-pyrazol-4-yl)-3-(furan-2-yl)acrylamide FC(C1=C(CN2N=CC(=C2)NC(C=CC=2OC=CC2)=O)C=CC(=C1)C(F)(F)F)(F)F